4-(2-chloro-7H-pyrrolo[2,3-d]pyrimidin-4-yl)-N-(2,2,2-trifluoroethyl)benzamide ClC=1N=C(C2=C(N1)NC=C2)C2=CC=C(C(=O)NCC(F)(F)F)C=C2